2'-chloro-5'-methoxy-6-methyl-N-(5-(5-methylpyrimidine-2-carbonyl)-5,6-dihydro-4H-pyrrolo[3,4-d]thiazol-2-yl)-[4,4'-bipyridine]-3-carboxamide ClC1=NC=C(C(=C1)C1=C(C=NC(=C1)C)C(=O)NC=1SC2=C(N1)CN(C2)C(=O)C2=NC=C(C=N2)C)OC